N1CC(CCC1)C1CCNCC1 3,4'-bipiperidin